(3-(1-amino-1,3-dihydrospiro[indene-2,4'-piperidin]-1'-yl)-6-(2-(5-chloropyrimidin-2-yl)vinyl)pyrazin-2-yl)methanol NC1C2=CC=CC=C2CC12CCN(CC2)C=2C(=NC(=CN2)C=CC2=NC=C(C=N2)Cl)CO